[8-(2,6-diethyl-4-methylphenyl)-7-oxo-1,2,4,5-tetrahydropyrazolo[1,2-d][1,4,5]oxadiazepin-9-yl] 2,2-dimethylpropanoate CC(C(=O)OC1=C(C(N2N1CCOCC2)=O)C2=C(C=C(C=C2CC)C)CC)(C)C